8-bromo-5-trifluoromethyl-[1,2,4]triazolo[4,3-a]pyridine BrC=1C=2N(C(=CC1)C(F)(F)F)C=NN2